vinyl-(3-thienyl)methanol C(=C)C(O)C1=CSC=C1